FC=1C=C2CCC(OC2=CC1)C(=O)O (+)-6-fluoro-chroman-2-carboxylic acid